3-(4-((1r,4S)-4-(tert-butoxycarbonyl)cyclohexyl)phenyl)propanoic acid C(C)(C)(C)OC(=O)C1CCC(CC1)C1=CC=C(C=C1)CCC(=O)O